2-(1H-imidazol-1-yl)-N-((1r,4r)-4-(2-methoxyethoxy)cyclohexyl)-6-(1-methyl-1H-pyrazol-3-yl)isonicotinamide N1(C=NC=C1)C=1C=C(C(=O)NC2CCC(CC2)OCCOC)C=C(N1)C1=NN(C=C1)C